FC1=CC=C(C=C1)NC(CCC1OCCC1)=O N-(4-fluorophenyl)-3-(tetrahydrofuran-2-yl)propionamide